C(N)(=O)C1=C(C(=NN1C1=CC=C(C=C1)OC1=C(C=C(C=C1)F)F)N(C1CN(C1)C(=O)OC(C)(C)C)CC=O)[N+](=O)[O-] tert-butyl 3-[{5-carbamoyl-1-[4-(2,4-difluorophenoxy)phenyl]-4-nitro-1H-pyrazol-3-yl}(2-oxoethyl)amino]azetidine-1-carboxylate